tert-butyl 4-[[1-(piperidine-4-carbonyl)-4-piperidyl]methyl]piperidine-1-carboxylate N1CCC(CC1)C(=O)N1CCC(CC1)CC1CCN(CC1)C(=O)OC(C)(C)C